BrN1C=2C(C=3C=CC=CC13)=C(N(C(C2C2=CC=CC=C2)=O)C2=CC=C(C=C2)Cl)C(=O)NC(C)(C)C bromo-N-tert-butyl-2-(4-chlorophenyl)-3-oxo-4-phenyl-3,5-dihydropyrido[4,3-b]indole-1-carboxamide